FC1=C(C=C(C=C1)NC(=O)C=1C=C(N2CCCCC12)C(C(N[C@@H](C(F)(F)F)C)=O)=O)C (R)-N-(4-fluoro-3-methylphenyl)-3-(2-oxo-2-((1,1,1-trifluoropropan-2-yl)amino)acetyl)-5,6,7,8-tetrahydroindolizine-1-carboxamide